5-(dimethylamino)-2-(2-(4-ethoxyphenyl)-1H-benzimidazol-5-yl)isoindolin-1-one CN(C=1C=C2CN(C(C2=CC1)=O)C1=CC2=C(NC(=N2)C2=CC=C(C=C2)OCC)C=C1)C